10-(4-chlorobenzoyl)-8-methoxycarbonyl-7-nitro-1,2,3,4-tetrahydropyrimidino[1,2-a]indole ClC1=CC=C(C(=O)C2=C3N(C=4C=C(C(=CC24)C(=O)OC)[N+](=O)[O-])CCCN3)C=C1